(R)-7-(4-bromo-3-(trifluoromethyl)benzoyl)-2-(((S)-but-3-en-2-yl)amino)-6-methyl-3-(3-methyl-3H-imidazo[4,5-b]pyridin-6-yl)-5,6,7,8-tetrahydropyrido[3,4-d]pyrimidin-4(3H)-one BrC1=C(C=C(C(=O)N2CC=3N=C(N(C(C3C[C@H]2C)=O)C=2C=C3C(=NC2)N(C=N3)C)N[C@@H](C)C=C)C=C1)C(F)(F)F